N-((1r,4r)-4-(ethylsulfonamido)cyclohexyl)-2-(1H-imidazol-1-yl)pyrimidine-4-carboxamide C(C)S(=O)(=O)NC1CCC(CC1)NC(=O)C1=NC(=NC=C1)N1C=NC=C1